CC1=NC(=NO1)COC=1C=C(C=CC1)C(C)NC1=NC=NC=C1 N-[1-(3-{[(5-methyl-1,2,4-oxadiazol-3-yl)methyl]oxy}phenyl)ethyl]pyrimidin-4-amine